2-{3-bromo-5-[(2R)-1-(4-methyl-4H-1,2,4-triazol-3-yl)propan-2-yl]phenyl}-4-(trifluoromethyl)-2,3-dihydro-1H-isoindol-1-one BrC=1C=C(C=C(C1)[C@@H](CC1=NN=CN1C)C)N1C(C2=CC=CC(=C2C1)C(F)(F)F)=O